COC(=O)C=1C=C2C3=C(NC2=C(C1)OC)N=C(C=C3)C3=CC(=NN3CC)C 2-(1-ethyl-3-methyl-1H-pyrazol-5-yl)-8-methoxy-9H-pyrido[2,3-b]indole-6-carboxylic acid methyl ester